ClC=1C(N(C(=CC1OCC1=CC=C(C=C1)OC)C)C1=CC(=NC=C1C)C(\C=C\N(C)C)=O)=O 3-chloro-2'-[(2E)-3-(dimethylamino)prop-2-enoyl]-4-[(4-methoxyphenyl)methoxy]-5',6-dimethyl-[1,4'-bipyridin]-2-one